4-(4-(pyrrolidin-3-yl)phenyl)-7-(4-(trifluoromethyl)phenyl)-2-naphthoic acid N1CC(CC1)C1=CC=C(C=C1)C1=CC(=CC2=CC(=CC=C12)C1=CC=C(C=C1)C(F)(F)F)C(=O)O